(4-(4-(t-butyl)phenyl)-2-isopropyl-1H-inden-1-yl)(methyl)(2-methyl-4-(4-(t-butyl)phenyl)-1H-inden-1-yl)silane C(C)(C)(C)C1=CC=C(C=C1)C1=C2C=C(C(C2=CC=C1)[SiH](C1C(=CC2=C(C=CC=C12)C1=CC=C(C=C1)C(C)(C)C)C)C)C(C)C